COC1=CC=C(C=C1)C1=CC=C(C=C1)ON1N=NC(=C1)C(=O)O ((4'-methoxy-[1,1'-biphenyl]-4-yl)oxy)-1H-1,2,3-triazole-4-carboxylic acid